tert-butyl 2-(4-((2-(5'-fluoro-1'-methyl-3-(1-(4-oxopentanoyl)piperidin-4-yl)-1H,1'H-[4,6'-biindazol]-1-yl)acetamido)methyl)-1H-1,2,3-triazol-1-yl)acetate FC=1C=C2C=NN(C2=CC1C=1C=2C(=NN(C2C=CC1)CC(=O)NCC=1N=NN(C1)CC(=O)OC(C)(C)C)C1CCN(CC1)C(CCC(C)=O)=O)C